3-(4-(5-(tert-butoxycarbonyl)pyrimidin-2-yl)phenyl)propanoic acid C(C)(C)(C)OC(=O)C=1C=NC(=NC1)C1=CC=C(C=C1)CCC(=O)O